C(C=C)(=O)NCCNC(N)=O 3-(2-acrylamidoethyl)urea